Tert-butyl 9-(2-(pyridin-3-yl)-6-((4-(trifluoromethoxy) pyridin-2-yl) amino) pyrimidin-4-yl)-2,9-diazaspiro[5.5]undecane-2-carboxylate N1=CC(=CC=C1)C1=NC(=CC(=N1)N1CCC2(CCCN(C2)C(=O)OC(C)(C)C)CC1)NC1=NC=CC(=C1)OC(F)(F)F